2,2-dimethyl-4-oxo-3,8,11,14-tetraoxa-5-aza-hexadecane CC(C)(OC(NCCOCCOCCOCC)=O)C